C(=O)OC(C(=O)OC1CCCC1)(C)C Cyclopentyl α-formyloxyisobutyrate